CC=1N(C2=C(N1)SC(=C2)C(=O)OC)C[C@H]2OCCC2 methyl (S)-2-methyl-1-((tetrahydrofuran-2-yl)methyl)-1H-thieno[2,3-d]imidazole-5-carboxylate